ethyl 2-((5-bromo-1-((2-(trimethylsilyl)ethoxy)methyl)-1H-indazol-6-yl)oxy)acetate BrC=1C=C2C=NN(C2=CC1OCC(=O)OCC)COCC[Si](C)(C)C